magnesium rubidium sulfate S(=O)(=O)([O-])[O-].[Rb+].[Mg+2]